(R)-6-amino-1,4-oxaazepane-6-carboxylic acid tert-butyl ester C(C)(C)(C)OC(=O)[C@]1(CNCCOC1)N